2-(1-((6-(5-((((cyclopropylmethyl)(methyl)carbamoyl)oxy)methyl)-1-methyl-1H-1,2,3-triazol-4-yl)-2-methylpyridin-3-yl)ethynyl)cyclopropyl)acetic acid C1(CC1)CN(C(=O)OCC1=C(N=NN1C)C1=CC=C(C(=N1)C)C#CC1(CC1)CC(=O)O)C